ClC=1C=CC(=C(C1)N1CC(N(CC1=O)C(C(=O)OC(C)(C)C)CC1=CC=CC=C1)=O)N1N=NC(=C1)C(F)(F)F Tert-butyl 2-(4-(5-Chloro-2-(4-(trifluoromethyl)-1H-1,2,3-triazol-1-yl)phenyl)-2,5-dioxopiperazin-1-yl)-3-phenylpropanoate